(4-nitrophenyl)3-methyl-1-[3-(5-methyl-1,2,4-oxadiazol-3-yl)phenyl]-5-oxo-4H-pyrazole-4-carboxylate [N+](=O)([O-])C1=CC=C(C=C1)OC(=O)C1C(=NN(C1=O)C1=CC(=CC=C1)C1=NOC(=N1)C)C